C(C)(C)(C)OC(=O)N(C1CN(C1)C(=O)[O-])C 3-[tert-butoxycarbonyl(methyl)amino]azetidine-1-carboxylate